CC1=C(C=NN1C1=CC=CC=C1)C1=C(C=C(C=C1)[N+](=O)[O-])S(=O)(=O)N 2-(5-methyl-1-phenyl-1H-pyrazol-4-yl)-5-nitrobenzenesulfonamide